C(C)(CC)C1C(NC2=C(C(N1C(=O)N)C)C=CC=C2)=O 3-(sec-butyl)-5-methyl-2-oxo-1,2,3,5-tetrahydro-4H-benzo[1,4]diazepine-4-carboxamide